CC1(OCC2=C1N=C(N=C2)C(=O)N[C@@H]2C(N(C=1N(CC2)N=C(C1)C)C)=O)CC(F)(F)F 7-Methyl-N-[(6S)-2,4-dimethyl-5-oxo-7,8-dihydro-6H-pyrazolo[1,5-a][1,3]diazepin-6-yl]-7-(2,2,2-trifluoroethyl)-5H-furo[3,4-d]pyrimidin-2-carboxamid